O=CCC(CC=O)NC(OC(C)(C)C)=O tert-Butyl N-[3-oxo-1-(2-oxoethyl)propyl]carbamate